2-(1-(3-chloro-5-isopropylisoquinolin-8-yl)-3-methylazetidin-3-yl)-1,3,4-oxadiazole ClC=1N=CC2=C(C=CC(=C2C1)C(C)C)N1CC(C1)(C)C=1OC=NN1